C(C)C1=NC(=NO1)C1=CC2=C([C@@H](CO2)NC(=O)C2=CC(=NO2)C)C=C1 (S)-N-(6-(5-ethyl-1,2,4-oxadiazol-3-yl)-2,3-dihydrobenzofuran-3-yl)-3-methylisoxazole-5-carboxamide